CNCC1CCCC=2SC=C(C21)C N-methyl-1-(3-methyl-4,5,6,7-tetrahydrobenzo[b]thiophen-4-yl)methanamine